Cl.CCCCCC(CC)C(=O)O Octane-6-carboxylic acid hydrochloride